bis(3-mercaptopropanamide) formate C(=O)O.SCCC(=O)N.SCCC(=O)N